N1-((3-(4,4-dimethylcyclohexyl)-1H-pyrazol-4-yl)methyl)-N1-methylethane-1,2-diamine CC1(CCC(CC1)C1=NNC=C1CN(CCN)C)C